methyl (S)-5-oxopyrrolidin-2-carboxylate O=C1CC[C@H](N1)C(=O)OC